FC=1C=C(C=C(C1)F)N1C(C(C1)(C(=O)O)C)=O 1-(3,5-difluorophenyl)-3-methyl-2-oxo-azetidine-3-carboxylic acid